S(C)(=O)(=O)O.N=C1N(NC=CN1)CC dihydro-3(s)-imino-2-ethyl-1,2,4-triazine mesylate